FC(CN1CCC(CC1)OC=1C=C(C(=O)N[C@H](C)C2=NC=C(N=C2)C)C=C(C1)C=1SC(=CN1)C)F 3-{[1-(2,2-difluoroethyl)piperidin-4-yl]oxy}-N-[(1R)-1-(5-methylpyrazin-2-yl)ethyl]-5-(5-methyl-1,3-thiazol-2-yl)benzamide